1-(tert-butyl)-3-(1,4-dioxaspiro[4.4]nonan-7-yl)-1H-pyrazole-5-carbaldehyde C(C)(C)(C)N1N=C(C=C1C=O)C1CC2(OCCO2)CC1